Pyrazine-2-carboxamide hemi-fumarate C(\C=C\C(=O)O)(=O)O.N1=C(C=NC=C1)C(=O)N.N1=C(C=NC=C1)C(=O)N